2-(2-ethoxy-6-fluorophenyl)-2,2-difluoroacetic acid C(C)OC1=C(C(=CC=C1)F)C(C(=O)O)(F)F